Cobalt (II) oleat C(CCCCCCC\C=C/CCCCCCCC)(=O)[O-].[Co+2].C(CCCCCCC\C=C/CCCCCCCC)(=O)[O-]